[Br-].NCCC[N+]1(CCN(CC1)CCOCCCCCCCCCCCCCC)CCOCCCCCCCCCCCCCC N-(3-aminopropyl)-N,N'-bis-(myristyloxyethyl)-piperazinium bromide